(S)-1,7-dioxaspiro[5.5]undecane C1CCOC2(C1)CCCCO2